ClC1=CC(=C(N=N1)N1S(CCC1)(=O)=O)OC (6-chloro-4-methoxypyridazin-3-yl)isothiazolidine 1,1-dioxide